ClC1=CC=C2C(=C3N(C2=C1Cl)CC(CC3)NC(CC(=O)NC)=O)C=3C=NN(C3)C3OCCCC3 N'-[3,4-Dichloro-10-(1-tetrahydropyran-2-ylpyrazol-4-yl)-6,7,8,9-tetrahydropyrido[1,2-a]indol-7-yl]-N-methyl-propanediamide